[Cl-].C(C)C([NH2+]CCOC1=CC=C(C=C1)C(CC(C)(C)C)(C)C)(C1=CC=CC=C1)CC diethyl-N-[2-[4-(1,1,3,3-tetramethylbutyl)phenoxy]ethyl]benzenemethanaminium chloride